3-chloro-5-(2-chlorobenzyl)-4H-benzo[e][1,2,4]thiadiazine 1,1-dioxide ClC1=NS(C2=C(N1)C(=CC=C2)CC2=C(C=CC=C2)Cl)(=O)=O